ClC1=C(C(=O)NCC(N2CCC(CC2)OC=2SC=CN2)C2=C(N=CS2)C(F)F)C(=CC=C1)F 2-Chloro-N-{2-[4-(difluoromethyl)-1,3-thiazol-5-yl]-2-[4-(1,3-thiazol-2-yloxy)piperidin-1-yl]ethyl}-6-fluorobenzamid